C(C1=CC=CC=C1)OC(=O)NC(C(=O)[O-])(CI)C 2-(((benzyloxy)carbonyl)amino)-3-iodo-2-methylpropanoate